COC=1C=C2C(=NC(=NC2=CC1OC)C)N[C@H](C)C=1C=C(C=CC1)C1=CC(=CC=C1)OC 6,7-dimethoxy-N-[(1R)-1-(3'-methoxybi-phenyl-3-yl)-ethyl]-2-methyl-quinazolin-4-amine